Rac-Allyl-β-Butyrolactone C(C=C)C1C(=O)OC1C